(1R,2S,5S)-2-(((5,7-Difluoroquinolin-6-yl)methyl)amino)-5-((imidazo[1,2-a]pyridin-8-ylmethyl)amino)cyclohexan-1-ol FC1=C2C=CC=NC2=CC(=C1CN[C@@H]1[C@@H](C[C@H](CC1)NCC=1C=2N(C=CC1)C=CN2)O)F